N-[6-(3-amino-2-fluorophenyl)-5-{3-fluoro-4-[(4-methylpyrimidin-2-yl)oxy]phenyl}-7,8-dihydro-6H-imidazo[2',1':5,1]pyrrolo[2,3-d]pyrimidin-4-yl]acetamide NC=1C(=C(C=CC1)N1CCN2C1=C(C1=C2N=CN=C1NC(C)=O)C1=CC(=C(C=C1)OC1=NC=CC(=N1)C)F)F